(rac)-ethyl 7-bromo-3-(4-hydroxybutan-2-yl)-6-methyl-1H-indole-2-carboxylate BrC=1C(=CC=C2C(=C(NC12)C(=O)OCC)[C@H](C)CCO)C |r|